N1N=NC(=C1)CN1CCC(CC1)C=1C=C2C(=C(NC2=CC1)C=1C=CC=2N(C1)N=CN2)C(C)C 6-(5-(1-((1H-1,2,3-triazol-4-yl)methyl)piperidin-4-yl)-3-isopropyl-1H-indol-2-yl)-[1,2,4]triazolo[1,5-a]pyridine